C(C)C1CCN2N=C(C=C21)NC(C2=CC(=C(C=C2)C)C#CC=2C=NC=CC2)=O N-(4-ethyl-5,6-dihydro-4H-pyrrolo[1,2-b]pyrazol-2-yl)-4-methyl-3-[2-(3-pyridyl)ethynyl]benzamide